O[C@H]1C[C@@H](N(C1)C(=O)OC(C)(C)C)C(N[C@@H](C)C1=CC=C(C=C1)C1=C(N=CS1)C)=O tert-butyl (2R,4S)-4-hydroxy-2-(((S)-1-(4-(4-methylthiazol-5-yl) phenyl) ethyl)carbamoyl)pyrrolidine-1-carboxylate